ClC1=COC=CC1=O 3-chloro-4-pyrone